OC1(CCN(C2(CC2)C1)C(=O)NC=1C(=NNC1)C1=NC=CC(=C1)S(=O)(=O)C)C(F)(F)F 7-Hydroxy-N-(3-(4-(methylsulfonyl)pyridin-2-yl)-1H-pyrazol-4-yl)-7-(trifluoromethyl)-4-azaspiro[2.5]octane-4-carboxamide